O=C1NC(CCC1N1C(C2=CC=CC(=C2C1=O)NCCOCCOCCC(=O)O)=O)=O 3-(2-(2-((2-(2,6-dioxopiperidin-3-yl)-1,3-dioxoisoindolin-4-yl)amino)ethoxy)ethoxy)propanoic acid